Tert-butyl (3R)-3-[(2S)-1-(tert-butoxy)-3-(3-cyanophenyl)-1-oxopropan-2-yl]pyrrolidine-1-carboxylate C(C)(C)(C)OC([C@@H](CC1=CC(=CC=C1)C#N)[C@@H]1CN(CC1)C(=O)OC(C)(C)C)=O